N1,N4,N4-tri-dodecyl-1,4-piperazinediethylamine C(CCCCCCCCCCC)NCCN1CCN(CC1)CCN(CCCCCCCCCCCC)CCCCCCCCCCCC